(R)-6-chloro-3-((1-(2-(4-(5-fluoropyrimidin-2-yl)piperazin-1-yl)-3,6-dimethyl-4-oxo-3,4-dihydroquinazolin-8-yl)ethyl)amino)-N-(methylsulfonyl)picolinamide ClC1=CC=C(C(=N1)C(=O)NS(=O)(=O)C)N[C@H](C)C=1C=C(C=C2C(N(C(=NC12)N1CCN(CC1)C1=NC=C(C=N1)F)C)=O)C